C(#N)[C@@H]1C[C@@]2(CN1C([C@H](CC1CCC1)NC([C@H](C(C)(C)C)NC(C(F)(F)F)=O)=O)=O)C(NC1=CC=CC=C12)=O (S)-N-((S)-1-((3R,5'S)-5'-cyano-2-oxospiro[indoline-3,3'-pyrrolidine]-1'-yl)-3-cyclobutyl-1-oxopropan-2-yl)-3,3-dimethyl-2-(2,2,2-trifluoroacetylamino)butanamide